tert-butyl 4-(2-carbamoylethyl)piperidine-1-carboxylate C(N)(=O)CCC1CCN(CC1)C(=O)OC(C)(C)C